C(#N)C1=CC(=CC=2N=C(OC21)C=2C(=C(C=CC2)C2=C(C(=CC=C2)C=2OC1=C(N2)C=C(C(=C1)OC(F)F)CN1[C@@H](CCC1)C(=O)O)C)C)CN1CC(C1)(C)CO ((2-(3'-(7-cyano-5-((3-(hydroxymethyl)-3-methylazetidin-1-yl)methyl)benzo[d]oxazol-2-yl)-2,2'-dimethyl-[1,1'-biphenyl]-3-yl)-6-(difluoromethoxy)benzo[d]oxazol-5-yl)methyl)-L-proline